2-(1H-pyrazol-5-yl)nicotinonitrile N1N=CC=C1C1=C(C#N)C=CC=N1